FC1=CC=C(C=C1)S(=O)(=O)N1CC(CCC1)C(=O)N1CCN(CC1)C1=NC=NC2=CC=CC=C12 (1-((4-fluorophenyl)sulfonyl)piperidin-3-yl)(4-(quinazolin-4-yl)piperazin-1-yl)methanone